10-phenyl-9-azatetracyclo[10.2.1.02,11.03,8]pentadeca-3(8),4,6-triene-5-carboxamide C1(=CC=CC=C1)C1NC=2C=CC(=CC2C2C3CCC(C12)C3)C(=O)N